C(C)OC(=C)C1=C(C(=C(C=C1)O)F)F 4-(1-ethoxyvinyl)-2,3-difluorophenol